Copper nickel tin silver [Ag].[Sn].[Ni].[Cu]